(3S,4R)-4-((5-chloro-4-(3-(piperidin-4-yl)-1,2,4-thiadiazol-5-yl)pyridin-2-yl)amino)tetrahydro-2H-pyran-3-ol ClC=1C(=CC(=NC1)N[C@H]1[C@@H](COCC1)O)C1=NC(=NS1)C1CCNCC1